4-(2-Amino-2-methylpropanoyl)-N-(1-(4-((1-amino-3-azabicyclo[3.1.0]hexan-3-yl)methyl)cyclohex-1-en-1-yl)-2-oxo-1,2-dihydropyrimidin-4-yl)piperazine-1-carboxamide hydrochloride salt Cl.NC(C(=O)N1CCN(CC1)C(=O)NC1=NC(N(C=C1)C1=CCC(CC1)CN1CC2(CC2C1)N)=O)(C)C